C(C)(C)(C)OC(NCC=CC#N)=O tert-butyl(3-cyanoallyl)carbamate